C(N)(=O)[C@H]1N(C[C@]2(C1)C(NCC2)=O)C(=O)OC(C)(C)C tert-butyl (3s,5S)-3-carbamoyl-6-oxo-2,7-diazaspiro[4.4]nonane-2-carboxylate